BrC1=CC=C(C=C1)C1CC(=NO1)C1=CC=C(CN2CC(C2)C(=O)O)C=C1 1-(4-(5-(4-bromophenyl)-4,5-dihydroisoxazol-3-yl)benzyl)azetidine-3-carboxylic acid